COC=1C=C2C(=NC(=NC2=CC1)C)SCC(=O)C1=CC=C(S1)CNC(=O)C1CN(C1)C N-((5-(2-((6-methoxy-2-methylquinazolin-4-yl)thio)acetyl)thiophen-2-yl)methyl)-1-methylazetidine-3-carboxamide